2-bromo-3,4-difluoro-6-methylaniline BrC1=C(N)C(=CC(=C1F)F)C